1-tetradecanoylaminoethane-2-sulfonic acid C(CCCCCCCCCCCCC)(=O)NCCS(=O)(=O)O